8-methoxy-3-(2-methoxy-4-methyl-phenyl)sulfonyl-4H-triazolo[1,5-a]quinazolin-5-one COC1=CC=C2C(NC=3N(C2=C1)N=NC3S(=O)(=O)C3=C(C=C(C=C3)C)OC)=O